n-Propyl-trin-butoxysilan C(CC)[Si](OCCCC)(OCCCC)OCCCC